(R)-4-(2,2-difluoro-7-((3-fluoro-5-methoxy-7-methyl-1H-indol-4-yl)methyl)-7-azaspiro[3.5]nonan-6-yl)benzoic acid FC1(CC2(C1)C[C@@H](N(CC2)CC2=C1C(=CNC1=C(C=C2OC)C)F)C2=CC=C(C(=O)O)C=C2)F